CN1CCC(=CC1)C1=CC=C2C(N(C=NC2=C1)C1=CC2=CN(N=C2C=C1)C)=O 7-(1-methyl-1,2,3,6-tetrahydropyridin-4-yl)-3-(2-methyl-2H-indazol-5-yl)quinazolin-4(3H)-one